Cl.ClC=1C=C(C(=O)NCC2CC(NC(C2)([2H])[2H])([2H])[2H])C=C(C1)F 3-chloro-5-fluoro-N-[(2,2,6,6-tetradeuterio-4-piperidyl)methyl]benzamide hydrochloride